O=C1CCC2(CCNC2)CC1 8-oxo-2-azaspiro[4.5]decane